CC1=CC(=CC(=N1)C(=O)OC)C#CC12CCN(CC1)CC2 Methyl 6-methyl-4-(quinuclidin-4-ylethynyl)picolinate